[Br-].C(=O)(O)C(C)C1=NC=CN1C 1-carboxyethyl-3-methylimidazole bromide salt